CC1OC(CC(C1)=C)C1=CC=CC=C1 2-methyl-4-methylidene-6-phenyloxane